C(C)(C)N(CCCCC(CCCCCCCCCCCCCC\C=C/CCCCCCCC(=O)[O-])(CCCCCCCCCCCCCC\C=C/CCCCCCCC(=O)[O-])O)C(C)C 7-(4-(diisopropylamino) butyl)-7-hydroxy-tridecane-1,13-diyldioleate